C=C(C)C=1C=CC(=NC1)NC(OC(C)(C)C)=O Tert-Butyl (5-(prop-1-en-2-yl)pyridin-2-yl)carbamate